tert-butyl 3-(6-aminopyridin-2-yl)-2,2-dimethylpropionate NC1=CC=CC(=N1)CC(C(=O)OC(C)(C)C)(C)C